ClC1=C(C(=O)OC(C)(C)C)C=CC(=C1)[N+](=O)[O-] Tert-Butyl 2-Chloro-4-Nitro-Benzoate